BrC=1C(=NC(=NC1)NC1=CC(=C(C=C1OC)N1CCC(CC1)N1CCN(CC1)C(=O)OCC1=CC=CC=C1)CC)NC=1C(=C2N=CC=NC2=CC1)NS(=O)(=O)C benzyl 4-(1-(4-((5-bromo-4-((5-(methylsulfonamido)quinoxalin-6-yl)amino)pyrimidin-2-yl)amino)-2-ethyl-5-methoxyphenyl)piperidin-4-yl)piperazine-1-carboxylate